C(C)(C)N(P(O[C@H]1[C@@H](O[C@@H]([C@H]1OC)COC(C1=CC=CC=C1)(C1=CC=C(C=C1)OC)C1=CC=C(C=C1)OC)N1C2=NC=NC(=C2N=C1)N(C(C1=CC=CC=C1)=O)C(C1=CC=CC=C1)=O)OCCC#N)C(C)C (2R,3R,4R,5R)-2-(6-(N-benzoylbenzoylamino)-9H-purin-9-yl)-5-((bis(4-methoxyphenyl) (phenyl) methoxy) methyl)-4-methoxytetrahydrofuran-3-yl (2-cyanoethyl) diisopropylphosphoramidite